2-[2-(aminomethyl)-3,3-difluoro-allyl]-4-[3-[6-(trifluoromethyl)-3-pyridinyl]phenyl]-1,2,4-triazol-3-one NCC(CN1N=CN(C1=O)C1=CC(=CC=C1)C=1C=NC(=CC1)C(F)(F)F)=C(F)F